3-((1-(3,4-difluorophenyl)cyclopropyl)amino)propionic acid FC=1C=C(C=CC1F)C1(CC1)NCCC(=O)O